(2R,3S)-2-((2-chloro-6-((2S,5R)-5-ethyl-2-methyl-4-(1-(4-(trifluoromethyl)phenyl)propyl)piperazin-1-yl)-8-methyl-9H-purin-9-yl)methyl)tetrahydrofuran-3-ol ClC1=NC(=C2N=C(N(C2=N1)C[C@H]1OCC[C@@H]1O)C)N1[C@H](CN([C@@H](C1)CC)C(CC)C1=CC=C(C=C1)C(F)(F)F)C